C(C1=CC=CC=C1)NC=1N(C=C(N1)C1=CC=CC=C1)C1=CC(=CC=C1)F N-benzyl-1-(3-fluorophenyl)-4-phenyl-1H-imidazol-2-amine